N-[4-(11,11-difluoro-1,4,7-triazacyclotetradecanyl)-1,4-phenylenebis(methylene)]-2-(aminomethyl)pyridine C1CC(CCCNCCN(CCNC1)CC2=CC=C(C=C2)CNCC3=CC=CC=N3)(F)F